C1(CC1)CN1C(=NC2=CC=CC=C2C1=O)CC1=CC=C(C(=O)NO)C=C1 4-{[3-cyclopropylmethylquinazolin-4(3H)-on-2-yl]methyl}-N-hydroxybenzamide